ClC=1C=C(C=C(C1F)Cl)C1(CC(=NO1)C1=CC(=C(C(=O)N(C2=NN(C(=N2)CCC(F)(F)F)C)C)C=C1)C)C(F)(F)F 4-(5-(3,5-dichloro-4-fluorophenyl)-5-(trifluoromethyl)-4,5-dihydroisoxazol-3-yl)-N,2-dimethyl-N-(1-methyl-5-(3,3,3-trifluoropropyl)-1H-1,2,4-triazol-3-yl)benzamide